N-diaminobutyl-1,2-diaminobutyl-1,5-diaminopentane NC(CCCNC(CCCCN)C(C(CC)N)N)N